CC=CCCCCCCC methyl-n-nonene